FC1=CC(=C(C=N1)CNC(CC=C)=O)I N-((6-Fluoro-4-iodopyridin-3-yl)methyl)but-3-enamide